2-{2-[2-(1-mercaptoundec-11-yloxy)-ethoxy]-ethoxy}-ethoxynitrilotriacetic acid SCCCCCCCCCCCOCCOCCOCCOC(C(=O)O)N(CC(=O)O)CC(=O)O